Cl.Cl.N(=NC(C(=N)N)(C)C)C(C(=N)N)(C)C azobis(2-methyl-propioamidine) dihydrochloride